methyl 3-oxooctahydrocyclopenta[c]pyrrole-1-carboxylate O=C1C2C(C(N1)C(=O)OC)CCC2